C(C)(C)(C)OC(=O)C1=C(C(=CC(O1)=O)\C=C\C1=CC=CC=C1)C1=C(C=CC=C1[N+](=O)[O-])I (E)-5-(2-iodo-6-nitrophenyl)-2-oxo-4-styryl-2H-pyran-6-carboxylic acid tert-butyl ester